(S*)-2-(3-Chloro-2-methoxy-5-methylpyridin-4-yl)-6-(4-ethyl-3-(hydroxymethyl)-5-oxo-4,5-dihydro-1H-1,2,4-triazol-1-yl)-7-fluoro-4-(prop-1-en-2-yl)-3,4-dihydroisoquinolin-1(2H)-one ClC=1C(=NC=C(C1N1C(C2=CC(=C(C=C2[C@@H](C1)C(=C)C)N1N=C(N(C1=O)CC)CO)F)=O)C)OC |o1:15|